C(C=C)(=O)N1CC(N(CC1)C1=NC=NC2=CC=C(C=C12)C=1C=CC(=NC1)OC)C 5-(4-(4-acryloyl-2-methylpiperazin-1-yl)quinazolin-6-yl)-2-methoxypyridine